[La+3].C[Si]([N-][Si](C)(C)C)(C)C.C[Si]([N-][Si](C)(C)C)(C)C.C[Si]([N-][Si](C)(C)C)(C)C tris(N,N-bis(trimethylsilyl)amide) lanthanum (III)